2-(6-(4-nitrophenyl)imidazo[1,2-b]pyridazin-2-yl)acetic acid, hydrochloride Cl.[N+](=O)([O-])C1=CC=C(C=C1)C=1C=CC=2N(N1)C=C(N2)CC(=O)O